O[C@@H](C(=O)NCCC(=O)NCCS)C(CO)(C)C (R)-2,4-dihydroxy-N-[3-[(2-mercaptoethyl)amino]-3-oxopropyl]-3,3-dimethylbutyramide